4-bromo-7-fluoroisoindoline HCl salt Cl.BrC1=C2CNCC2=C(C=C1)F